7-Hydroxy-1H-quinolin-2-one OC1=CC=C2C=CC(NC2=C1)=O